COC1=C(C(=C(C(=O)O)C=C1)C)C1=NC=NC=C1 4-methoxy-2-methyl-3-(pyrimidin-4-yl)benzoic acid